ethyl-dipropyl-cyclohexanol C(C)C1(CCC(CC1)(CCC)CCC)O